C(C)(C)(C)OC(=O)NC(C(=O)O)CCC (t-Butoxycarbonylamino)pentanoic acid